3-(acryloyloxy)propyltrimethoxysilane tert-butyl-(3R)-3-(1-methylimidazo[4,5-b]pyrazin-5-yl)oxypyrrolidine-1-carboxylate C(C)(C)(C)OC(=O)N1C[C@@H](CC1)OC=1N=C2C(=NC1)N(C=N2)C.C(C=C)(=O)OCCC[Si](OC)(OC)OC